OC1=C(OC2=NC(=NC(=N2)OC2=C(C=C(C=C2)CCC(=O)OCC)O)OC2=C(C=C(C=C2)CCC(=O)OCC)O)C=CC(=C1)CCC(=O)OCC 2,4,6-tris(2-hydroxy-4-ethoxycarbonylethylphenoxy)-1,3,5-triazine